NC=1C2=C(N(CN1)[C@H]1[C@@H](OCCC1)C)N=C(C=C2)C2CC2 4-amino-7-cyclopropyl-1-((2S,3R)-2-methyltetrahydro-2H-pyran-3-yl)pyrido[2,3-d]pyrimidin